FC=1C=CC(=C(C(=O)N(C(C)C)C(C)C)C1)OC=1C(=NC=NC1)N1CC2(C1)CCN(CC2)CC2CCC(CC2)O 5-fluoro-2-((4-(7-((4-hydroxycyclohexyl)methyl)-2,7-diazaspiro[3.5]non-2-yl)pyrimidin-5-yl)oxy)-N,N-diisopropylbenzamide